C1(=CC=CC=C1)O r-phenol